FC=1C=CC2=C(CCO2)C1CNC1=NC=C(C=2N1C=NN2)C=2C(=NC=CC2)C N-((5-fluoro-2,3-dihydrobenzofuran-4-yl)methyl)-8-(2-methylpyridin-3-yl)-[1,2,4]triazolo[4,3-c]pyrimidine-5-amine